O=C1NC(CCC1N1C(C2=CC=CC(=C2C1=O)CCCCCC(=O)N1CCN(CC1)CC1=CC=C(C(=O)NC2=CC(=C(C=C2)C)NC2=NC=CC(=N2)C=2C=NC=CC2)C=C1)=O)=O 4-((4-(6-(2-(2,6-dioxopiperidin-3-yl)-1,3-dioxoisoindolin-4-yl)hexanoyl)piperazin-1-yl)methyl)-N-(4-methyl-3-((4-(pyridin-3-yl)pyrimidin-2-yl)amino)phenyl)benzamide